2-(2-(N-((1,2,3,5,6,7-hexahydro-s-indacen-4-yl)carbamoyl)sulfamoyl)vinyl)pyrrolidine-1-carboxamide C1CCC2=C(C=3CCCC3C=C12)NC(=O)NS(=O)(=O)C=CC1N(CCC1)C(=O)N